isotridecyl isononylnonanoate C(CCCCCC(C)C)C(C(=O)OCCCCCCCCCCC(C)C)CCCCCCC